OC1=C(C(=CC(=C1S(=O)(=O)N(C)C)CCCCC)O)C1=C(C=CC(=C1)C)C(=C)C 2,6-dihydroxy-N,N,5'-trimethyl-4-pentyl-2'-(prop-1-en-2-yl)-[1,1'-biphenyl]-3-sulfonamide